N-(6-amino-5-methyl-3-pyridyl)-2-[(2S)-2-Isopropyl-1-piperidyl]-2-oxo-acetamide NC1=C(C=C(C=N1)NC(C(=O)N1[C@@H](CCCC1)C(C)C)=O)C